2-fluoro-N-(2-hydroxyphenyl)benzamide FC1=C(C(=O)NC2=C(C=CC=C2)O)C=CC=C1